C(C1=CC=CC=C1)C=1C=2N(C=C(N1)C1=CC=CC=C1)C(=C(N2)CC=2OC=CC2)OCC2=CC=C(C=C2)[N+](=O)[O-] 8-benzyl-2-(furan-2-ylmethyl)-3-((4-nitrobenzyl)oxy)-6-phenylimidazo[1,2-a]pyrazine